NC=1C=C2C(=CN=C(C2=CN1)NC)C#CC1=NC=CC(=C1)OCCOCCC(=O)O 3-[2-[[2-[2-[6-amino-1-(methylamino)-2,7-naphthyridin-4-yl]ethynyl]-4-pyridyl]oxy]ethoxy]propanoic acid